1-((5-chloro-1H-indol-2-yl)methyl)-3,7-dimethyl-8-(pyrimidin-4-ylamino)-1H-purine-2,6(3H,7H)-dione ClC=1C=C2C=C(NC2=CC1)CN1C(N(C=2N=C(N(C2C1=O)C)NC1=NC=NC=C1)C)=O